CN(C)C1=CC=C(C(=O)OC)C=C1 methyl p-N,N-dimethylaminobenzoate